ClC1=CC=C(OC2=CC(=C(C=C2)C2(OC2)C)C(F)(F)F)C=C1 2-[4-(4-chlorophenoxy)-2-(trifluoromethyl)phenyl]-2-methyl-oxirane